(R)-2-amino-3-[[7-(2-ethylphenyl)thieno[3,2-b]pyridine-2-carbonyl]amino]propanoic acid N[C@@H](C(=O)O)CNC(=O)C1=CC2=NC=CC(=C2S1)C1=C(C=CC=C1)CC